(1-methoxy-2-(methoxymethyl)-5-methylhexane-2-yl)cyclopentane COCC(CCC(C)C)(COC)C1CCCC1